4-((5-chloro-2-fluorophenyl)difluoromethyl)piperidine hydrochloride Cl.ClC=1C=CC(=C(C1)C(C1CCNCC1)(F)F)F